N6-chlorostyrylidene-2'-deoxyadenosine ClNC=1C=2N=CN([C@H]3C([C@H](O)[C@@H](CO)O3)=C=CC3=CC=CC=C3)C2N=CN1